tert-Butyl 2-[2-[1-(2,7-dioxoazepan-3-yl)triazol-4-yl]phenoxy]acetate O=C1NC(CCCC1N1N=NC(=C1)C1=C(OCC(=O)OC(C)(C)C)C=CC=C1)=O